1-(1-methylethyl)-N-[4-(2-methylpyrrolidin-1-yl)-6-piperazin-1-ylpyrimidin-2-yl]-1H-pyrazolo[4,3-c]pyridin-6-amine CC(C)N1N=CC=2C=NC(=CC21)NC2=NC(=CC(=N2)N2C(CCC2)C)N2CCNCC2